N-(4-Chlorophenyl)-2-[(pyridin-4-ylmethyl)amino]benzamide ClC1=CC=C(C=C1)NC(C1=C(C=CC=C1)NCC1=CC=NC=C1)=O